3-bromo-6-(4-fluorophenyl)-5-(4-methylquinazolin-6-yl)pyrazin-2-amine BrC=1C(=NC(=C(N1)C=1C=C2C(=NC=NC2=CC1)C)C1=CC=C(C=C1)F)N